OC1CCC(CC1)C(=O)N1CCCCC1 (4-hydroxycyclohexyl)-(1-piperidyl)methanone